1'-methyl-6-(5-methyl-1,4,5,6-tetrahydropyridin-2-yl)-3H-spiro[benzofuran-2,4'-piperidine] CN1CCC2(CC1)OC1=C(C2)C=CC(=C1)C=1NCC(CC1)C